C(=O)(OC(C)(C)C)C(CN)(N)C 1-boc-1-methyl-ethylenediamine